N-((3S)-tetrahydro-2-oxo-3-furyl)dodecanamide (S or R)-tert-butyl-2-(2-(2-isopropylphenyl)-6-oxopiperazin-1-yl)-7-azaspiro[3.5]Nonane-7-carboxylate C(C)(C)(C)OC(=O)N1CCC2(CC(C2)N2[C@H](CNCC2=O)C2=C(C=CC=C2)C(C)C)CC1.O=C1OCC[C@@H]1NC(CCCCCCCCCCC)=O |o1:15|